FC1=C(C=C2C(=N1)OC(C2)(C)C)[N+](=O)[O-] 6-fluoro-2,2-dimethyl-5-nitro-2,3-dihydrofuro[2,3-b]pyridine